2-(4-(4-((6-hydroxyl-2-(4-(methylsulfonyl)phenyl)naphthalen-1-yl)oxy)phenyl)piperazin-1-yl)acetic acid OC=1C=C2C=CC(=C(C2=CC1)OC1=CC=C(C=C1)N1CCN(CC1)CC(=O)O)C1=CC=C(C=C1)S(=O)(=O)C